4-benzyloxybenzyl chloride triphenylphosphonium salt C1(=CC=CC=C1)[PH+](C1=CC=CC=C1)C1=CC=CC=C1.C(C1=CC=CC=C1)OC1=CC=C(CCl)C=C1